2-(3-(4,4-difluoropiperidin-1-yl)-5-nitro-1H-indazole-1-yl)acetonitrile FC1(CCN(CC1)C1=NN(C2=CC=C(C=C12)[N+](=O)[O-])CC#N)F